C(C)(C)(C)C1=CC(=NC=C1)C1=NC=CC=C1 4-tert-butyl-2,2'-bipyridine